((S)-1-(((2R,3R,4S,5R)-5-(6-((tert-butoxycarbonyl)amino)-2-chloro-9H-purin-9-yl)-4-fluoro-3-hydroxytetrahydrofuran-2-yl)methoxy)-2-ethoxy-2-oxoethyl)phosphonic acid C(C)(C)(C)OC(=O)NC1=C2N=CN(C2=NC(=N1)Cl)[C@H]1[C@H]([C@@H]([C@H](O1)CO[C@H](C(=O)OCC)P(O)(O)=O)O)F